sodium saccharin (3-sulfopropyl)-sodium salt S(=O)(=O)([O-])CCC[Na].S1(=O)(=O)NC(=O)C2=CC=CC=C12.[Na+]